BrC1=CC=C(C=C1)N1N=C(C(=C1)C1=CC=C(C=C1)F)[C@H]1O[C@@H](C(N1CCC1=CC2=CC(N=C2C=C1)=O)=O)C (2R,5R)-2-(1-(4-bromophenyl)-4-(4-fluorophenyl)-1H-pyrazol-3-yl)-5-methyl-3-(2-(2-oxoindol-5-yl)ethyl)oxazolidin-4-one